2-chloroethylphosphoric acid ClCCOP(O)(O)=O